BrC(=CC1=CC=C(C=C1)C1=CC=CC=C1)Br 4-(2,2-dibromovinyl)-1,1'-biphenyl